adipoyl-di(octadecyl carbamate) C(CCCCC(=O)N(C([O-])=O)CCCCCCCCCCCCCCCCCC)(=O)N(C([O-])=O)CCCCCCCCCCCCCCCCCC